(2R or S)-1,1-difluoro-1-{2-fluoro-3-[(1R)-1-{[6-(methylsulfonyl)-2-methylpyrido[3,4-d]pyrimidin-4-yl]amino}ethyl]phenyl}-2-methylpent-3-yn-2-ol FC([C@@](C#CC)(O)C)(C1=C(C(=CC=C1)[C@@H](C)NC=1C2=C(N=C(N1)C)C=NC(=C2)S(=O)(=O)C)F)F |o1:2|